((6-((4-methoxyphenyl)sulfonyl)-1-oxophthalazin-2(1H)-yl)methyl)-N-methylfuran-2-carboxamide COC1=CC=C(C=C1)S(=O)(=O)C=1C=C2C=NN(C(C2=CC1)=O)CC1=C(OC=C1)C(=O)NC